C(CCCCC)C1=C(C=C(C(=C1)OC)\C=C(/CC)\[N+](=O)[O-])OC (E)-1-hexyl-2,5-dimethoxy-4-(2-nitrobut-1-en-1-yl)benzene